Cl.C1(=CC=CC=C1)C1C(CNC1)C(=O)N 4-phenyl-pyrrolidine-3-carboxamide hydrochloride